FC1=C(C=C)C(=C(C(=C1F)F)F)F 2,3,4,5,6-penta-fluorostyrene